FC(OC1=CC=C(C=C1)C1=CC=C2C(CCOC2=C1)=O)(F)F 7-(4-(trifluoromethoxy)phenyl)chroman-4-one